2-(4-(2-((4-(3-cyanophenyl)thiazol-2-yl)amino)-2-oxoethyl)phenoxy)nicotinamide C(#N)C=1C=C(C=CC1)C=1N=C(SC1)NC(CC1=CC=C(OC2=C(C(=O)N)C=CC=N2)C=C1)=O